OC(CN1N=CC=C1C)C 1-(2-hydroxypropyl)-5-methyl-1H-pyrazol